COCCOCCOCC[NH-].[Na+] sodium (2-(2-(2-methoxyethoxy)ethoxy)ethyl)amide